ClC1=CC2=C(C=N1)C(=NN2C2=C(C=C(C=C2)NS(=O)(=O)C)OC)C(=O)OCC Ethyl 6-chloro-1-(2-methoxy-4-(methylsulfonamido)phenyl)-1H-pyrazolo[4,3-c]pyridine-3-carboxylate